2-[1-[2-(4,4-difluoro-1-piperidinyl)-4-oxo-6-(trifluoromethyl)chromen-8-yl]ethylamino]benzoic acid FC1(CCN(CC1)C=1OC2=C(C=C(C=C2C(C1)=O)C(F)(F)F)C(C)NC1=C(C(=O)O)C=CC=C1)F